(8R,9aS)-8-(2,3-dichloro-6-hydroxyphenyl)hexahydro-4H-pyrido[1,2-a]pyrazine-1,4(6H)-dione ClC1=C(C(=CC=C1Cl)O)[C@H]1C[C@@H]2N(C(CNC2=O)=O)CC1